Cl.N1=C(C[CH+]C=C1)C(=N)N 4H-pyridin-4-ylium-2-carboxamidine hydrochloride